Benzyl N-[1-(2-bromophenyl)but-3-en-1-yl]-N-(prop-2-en-1-yl)carbamate BrC1=C(C=CC=C1)C(CC=C)N(C(OCC1=CC=CC=C1)=O)CC=C